2-[(2-methylpropan-2-yl)oxycarbonylamino]Propionic acid CC(C)(C)OC(=O)NC(C(=O)O)C